C(#N)C=1C=C(C=NC1)CCCC(=O)O 4-(5-cyanopyridin-3-yl)butanoic acid